ClC=1C(=C(C(=O)NC2=CC(=NC=C2C)C(=O)OC)C(=CC1)OC1=CC=C(C=C1)OC(F)(F)F)F Methyl 4-[[3-chloro-2-fluoro-6-[4-(trifluoromethoxy)phenoxy]benzoyl]amino]-5-methylpyridine-2-carboxylate